Racemic-(R)-6-(tetrahydrofuran-3-yl)quinoline-4-carboxylic acid ethyl ester C(C)OC(=O)C1=CC=NC2=CC=C(C=C12)[C@@H]1COCC1 |r|